(E)-7,8-dimethoxy-4-styrylquinoline COC1=CC=C2C(=CC=NC2=C1OC)\C=C\C1=CC=CC=C1